2-(1H-imidazol-1-yl)-N-((1S,3S)-3-(2-methoxyethoxy)cyclohexyl)-5H-pyrrolo[3,2-d]pyrimidine-4-carboxamide N1(C=NC=C1)C=1N=C(C2=C(N1)C=CN2)C(=O)N[C@@H]2C[C@H](CCC2)OCCOC